C(C)(C)(C)OC(N[C@H](C(=O)NC1=CC(=C(C=C1)C1=C(C=NC=C1)OC)OC)C(C1=CC=CC=C1)C1=CC=CC=C1)=O (S)-(1-((3-methoxy-4-(3-methoxypyridin-4-yl)phenyl)amino)-1-oxo-3,3-diphenylpropane-2-yl)carbamic acid tert-butyl ester